O=C(C(=O)NCC(=O)OCCCC)[C@H]1N(CCC1)C(CNC(=O)C1=CC=NC2=CC=CC=C12)=O Butyl (S)-(2-oxo-2-(1-((quinoline-4-carbonyl)glycyl)-pyrrolidin-2-yl)acetyl)glycinate